CCNN1CCOCC1 4-(2-ethylamino)morpholine